CC1(CCC1)NCC1=C2C(=NC(=C1)C(=O)OC)C=NN2 methyl 7-(((1-methylcyclobutyl) amino) methyl)-1H-pyrazolo[4,3-b]pyridine-5-carboxylate